methyl 5-benzyloxy-2-(4-bromo-2,6-dichloro-phenoxy)pyridine-4-carboxylate C(C1=CC=CC=C1)OC=1C(=CC(=NC1)OC1=C(C=C(C=C1Cl)Br)Cl)C(=O)OC